1-(5-bromo-4-chloro-2H-indazol-2-yl)-2-methylpropan-2-ol BrC1=C(C2=CN(N=C2C=C1)CC(C)(O)C)Cl